1-Acetylpyrrolidin-3-yl(8-amino-7-fluoro-6-(8-methyl-2,3-dihydro-1H-pyrido[2,3-b][1,4]oxazin-7-yl)isoquinolin-3-yl)carbamate C(C)(=O)N1CC(CC1)N(C([O-])=O)C=1N=CC2=C(C(=C(C=C2C1)C1=C(C2=C(OCCN2)N=C1)C)F)N